(S)-2-bromo-7-isopropyl-6,7-dihydro-5H-pyrazolo[1,5-a]pyrazin-4-one BrC1=NN2C(C(NC[C@@H]2C(C)C)=O)=C1